1-[(4-bromo-2,3-difluoro-phenoxy)methyl]adamantane BrC1=C(C(=C(OCC23CC4CC(CC(C2)C4)C3)C=C1)F)F